C(#N)C=1C=NN2C1C(=CC(=C2)OCC(C)(C)O)C=2C=CC(=NC2)N2CCC(CC2)(C)NC(C2=CC(=CC(=C2)F)F)=O N-(1-(5-(3-cyano-6-(2-hydroxy-2-methylpropoxy)pyrazolo[1,5-a]pyridin-4-yl)pyridin-2-yl)-4-methylpiperidin-4-yl)-3,5-difluorobenzamide